O=C1NC(CCC1N1C(C2=CC=CC(=C2C1=O)OCC(=O)NCCOCCN1CCC(CC1)NC(OC(C)(C)C)=O)=O)=O tert-butyl (1-(2-(2-(2-((2-(2,6-dioxopiperidin-3-yl)-1,3-dioxoisoindolin-4-yl)oxy)acetamido)ethoxy)ethyl)piperidin-4-yl)carbamate